FC(C(=O)O)(F)F.C(#N)C=1C(=NC(=C(C1CC)C#N)N1CCC(CC1)N1CCCC1)SCC1=CC=C(CNC(C)=O)C=C1 N-(4-((3,5-dicyano-4-ethyl-6-(4-(pyrrolidin-1-yl)piperidin-1-yl)pyridin-2-ylthio)Methyl)benzyl)acetamide trifluoroacetate salt